N-(5-fluoropyridin-3-yl)cyclopropanesulfonamide FC=1C=C(C=NC1)NS(=O)(=O)C1CC1